C(C)S(=O)(=O)C1=C(N=C2N1C=CC(=C2)C(F)(F)F)C2=NC1=C(C(N(C(=C1)C(F)(F)F)C)=O)N2C 2-[3-(Ethylsulfonyl)-7-(trifluoromethyl)imidazo[1,2-a]pyridin-2-yl]-3,5-dimethyl-6-(trifluoromethyl)-3,5-dihydro-4H-imidazo[4,5-c]pyridin-4-one